4-{N-[(2-chloroquinolin-7-yl)methyl]acetamido}-1-methyl-1H-pyrazole-5-carboxamide ClC1=NC2=CC(=CC=C2C=C1)CN(C(C)=O)C=1C=NN(C1C(=O)N)C